FC1=C(C(=CC=C1)F)C=1SC=2C=NC(=CC2N1)NC1=NC(=C(C=C1)C)CN(C)C N-[2-(2,6-Difluorophenyl)-[1,3]thiazolo[5,4-c]pyridin-6-yl]-6-[(dimethylamino)methyl]-5-methylpyridin-2-amine